C(#N)C1=C(C=C(C=N1)C(=O)N[C@@H](C)C1CC1)C1=CC(=CC(=C1)F)F 6-cyano-N-[(1S)-1-cyclopropylethyl]-5-(3,5-difluorophenyl)pyridine-3-carboxamide